BrC1=CC(=C(C=C1C=1C(N(C2=CC(=NC=C2C1)NC)CC(F)(F)F)=O)NC(=O)NC1=CC=CC=C1)F 1-(4-bromo-2-fluoro-5-(7-(methylamino)-2-oxo-1-(2,2,2-trifluoroethyl)-1,2-dihydro-1,6-naphthyridin-3-yl)phenyl)-3-phenylurea